4-t-Butylanisole C(C)(C)(C)C1=CC=C(C=C1)OC